C1(CC1)C=1C=C(C(=O)N=C2NCCN2)C=CC1OC1=C(C=CC=C1)NC(CCC(C)C)=O 3-cyclopropyl-N-[(2E)-imidazolidin-2-ylidene]-4-[2-(4-methylpentanoylamino)phenoxy]benzamide